C(C)[N+]1(CCCCC1)CC 1,1-diethylpiperidinium